O1C(CCCC1)OC(CCN1C=C(C=C1)C1=NC=NC=C1)C 4-[1-(3-tetrahydropyran-2-yloxybutyl)pyrrol-3-yl]pyrimidine